propyl-dimethyl-amino-acetate C(CC)OC(C(N)(C)C)=O